NC1=NC2=C(N1C(CCCCNC(OC(C)(C)C)=O)C)C(=CC=C2)C2=NN(C=N2)C tert-butyl (5-(2-amino-7-(1-methyl-1H-1,2,4-triazol-3-yl)-1H-benzo[d]imidazol-1-yl)hexyl)carbamate